CCCCCCCCCCCCCCCCCCCCCC(=O)OC[C@H](COP(=O)(O)OC[C@@H](C(=O)O)N)OC(=O)CCCCCCCCCCC/C=C\C/C=C\CCCCC 1-docosanoyl-2-(13Z,16Z-docosadienoyl)-glycero-3-phosphoserine